(1r,4r)-4-(3-Chloroanilino)-2'-{3-[(7-fluoro-6,7-dihydro-5H-cyclopenta[B]pyridin-4-yl)oxy]propyl}-2',3'-dihydrospiro[cyclohexane-1,1'-indene]-4-carboxylic acid methyl ester COC(=O)C1(CCC2(C(CC3=CC=CC=C23)CCCOC2=C3C(=NC=C2)C(CC3)F)CC1)NC1=CC(=CC=C1)Cl